C(C)(C)(C)C=1C(=CNC1)C(=O)N[C@H](C(=O)NC=1C(N(C=CC1)CCNC12CC3CC(CC(C1)C3)C2)=O)CCC(C(=O)NCC)=O (S)-2-(4-tert-Butyl-1H-pyrrol-3-carboxamido)-N1-(1-(2-(1-adamantylamino)ethyl)-2-oxo-1,2-dihydropyridin-3-yl)-N6-ethyl-5-oxohexandiamid